O1C(C1)COCC(CO)COCC1OC1 3-(2-oxiranylmethoxy)-2-[(2-oxiranylmethoxy)methyl]-1-propanol